2-((4-((1H-pyrazolo[3,4-d]pyrimidin-6-yl)amino)phenyl)thio)ethan-1-ol N1N=CC=2C1=NC(=NC2)NC2=CC=C(C=C2)SCCO